4-[5-(3-chloro-5-trifluoromethyl-phenyl)-5-trifluoromethyl-4,5-dihydro-isoxazol-3-yl]-2-methyl-N-[(2,2,2-trifluoro-ethylcarbamoyl)-methyl]-benzamide ClC=1C=C(C=C(C1)C(F)(F)F)C1(CC(=NO1)C1=CC(=C(C(=O)NCC(NCC(F)(F)F)=O)C=C1)C)C(F)(F)F